CN(/C=C/C1=C(C(=O)OC)C=CC(=C1)[N+](=O)[O-])C methyl 2-[(E)-2-(dimethylamino)vinyl]-4-nitro-benzoate